1-(4-(difluoromethyl)pyridin-2-yl)-N-(1-ethyl-1H-indazol-7-yl)-1H-pyrazole-4-sulfonamide FC(C1=CC(=NC=C1)N1N=CC(=C1)S(=O)(=O)NC=1C=CC=C2C=NN(C12)CC)F